C(CCCCCCC)NCCCCCCCC N,N-di(n-octyl)amine